2-hydroxy-1-(4-(2-hydroxy-2-methylpropanoyl-phenyl)benzyl)-2-methyl-1-propanone OC(C(=O)CC1=CC=C(C=C1)C1=C(C=CC=C1)C(C(C)(C)O)=O)(C)C